N-(4-methoxypyridin-2-yl)-1-[5-(pyridin-4-yl)-1H-pyrazole-3-carbonyl]piperidine-4-carboxamide COC1=CC(=NC=C1)NC(=O)C1CCN(CC1)C(=O)C1=NNC(=C1)C1=CC=NC=C1